N,N,2-trimethyl-4-(2-(5-methyl-2-(3-(4-methylpiperazin-1-yl)-3-oxopropyl)-1,2,3,4-tetrahydroisoquinolin-7-yl)-5-tosyl-5H-pyrrolo[2,3-b]pyrazin-7-yl)benzamide CN(C(C1=C(C=C(C=C1)C1=CN(C2=NC=C(N=C21)C2=CC(=C1CCN(CC1=C2)CCC(=O)N2CCN(CC2)C)C)S(=O)(=O)C2=CC=C(C)C=C2)C)=O)C